FC1(CNC(OCC2=CN=CC(C3=NN(C=4C=CC(OC1)=CC34)C3OCCCC3)=N2)=O)F 12,12-difluoro-19-(oxan-2-yl)-8,14-dioxa-4,10,19,20,23-pentaazatetracyclo[13.5.2.12,6.018,21]tricosa-1(20),2(23),3,5,15(22),16,18(21)-heptaen-9-one